ClC1=CC=C(C=C1)NC(=O)N1[C@@H](CCC1)C=1SC=C(N1)C1=CC=CC=C1 (S)-N-(4-chlorophenyl)-2-(4-phenylthiazol-2-yl)pyrrolidine-1-carboxamide